3-[2-(4-chloro-3-fluorophenoxy)acetamido]-N-[3-(pyridin-2-yl)propyl]bicyclo[1.1.1]pentane-1-carboxamide ClC1=C(C=C(OCC(=O)NC23CC(C2)(C3)C(=O)NCCCC3=NC=CC=C3)C=C1)F